NC=1N(C(=NN1)C1CCN(CC1)C1=C(C#N)C(=CC=C1C=1C=NC(=CC1)F)C)C 2-(4-(5-amino-4-methyl-4H-1,2,4-triazol-3-yl)piperidin-1-yl)-3-(6-fluoropyridin-3-yl)-6-methylbenzonitrile